O=C1NC(CCC1N1C(C2=CC=C(C(=C2C1)F)CNC=1C=CC=C2CN(C(C12)=O)C(C(=O)NC=1SC=CN1)C1=C(C=CC(=C1)F)O)=O)=O 2-(7-(((2-(2,6-dioxopiperidin-3-yl)-4-fluoro-1-oxoisoindolin-5-yl)methyl)amino)-1-oxoisoindolin-2-yl)-2-(5-fluoro-2-hydroxyphenyl)-N-(thiazol-2-yl)acetamide